FC(CO)(S(=O)(=O)[O-])F.C(=C)C1=CC=C(C=C1)C1=C(C=CC=2[SH+]C3=C(C21)C=CC=C3)C3(OCCCC(O3)OC)C3=CC=CC=C3 4-vinylphenyl-2-[methoxyphenyl-[1,3]dioxepan-2-yl]dibenzothiophenium 1,1-difluoro-2-hydroxyethanesulfonate